1,2-di(2'-iodoethoxy)-ethane ICCOCCOCCI